(3-cyano-4-methyl-1H-indol-7-yl)-4-((4-(oxetan-3-yl)piperazin-1-yl)sulfonyl)benzenesulfonamide C(#N)C1=CNC2=C(C=CC(=C12)C)C1=C(C=CC(=C1)S(=O)(=O)N1CCN(CC1)C1COC1)S(=O)(=O)N